N[C@@H]1CN(C[C@H](C1)O)C(=O)C1=CC=C2N=CC(=NC2=C1)C=1C=C2C=CN(C(C2=CC1)=O)C 6-(7-(((3S,5S)-3-amino-5-hydroxy-1-piperidinyl)carbonyl)-2-quinoxalinyl)-2-methyl-1(2H)-isoquinolinone